CC(C(=O)O)(C)S(NC(=O)C1(CC1)C1=CC=C(C=C1)N1CCC(CC1)C1=C(C(=NO1)C)NC(=O)O[C@H](C)C1=CC=CC=C1)(=O)=O 2-methyl-2-[[1-[4-[4-[3-methyl-4-[[(1R)-1-phenylethoxy]carbonylamino]isoxazol-5-yl]-1-piperidyl]phenyl]cyclopropanecarbonyl]sulfamoyl]propanoic acid